C(C)OC1=CC=C(C=C1)N1CC2C(C1)CN(C2)C(=O)OC(C)(C)C tert-Butyl 5-(4-ethoxyphenyl)hexahydropyrrolo[3,4-c]pyrrole-2(1H)-carboxylate